FC(S(=O)(=O)[O-])(F)F.F[C@@H]1[C@@H](C1)C(=O)NC=1SC2=C(N1)C=CC(=C2)C=2C(=CC(=NC2)[N+](C)(C)C)C 5-(2-((1S,2S)-2-fluorocyclopropane-1-carboxamido)benzo[d]thiazol-6-yl)-N,N,N,4-tetramethylpyridin-2-aminium trifluoromethanesulfonate